4-((3R,5S)-3,4,5-trimethylpiperazin-1-yl)aniline ethyl-2-(4-methoxypiperidin-1-yl)-1,3-thiazole-5-carboxylate C(C)OC(=O)C1=CN=C(S1)N1CCC(CC1)OC.C[C@@H]1CN(C[C@@H](N1C)C)C1=CC=C(N)C=C1